CC=1C(=CC=2C(CC(C(C2C1)(C)C)C)(C)C)C(C)=O 1-(5,6,7,8-tetrahydro-3,5,5,6,8,8-hexamethyl-2-naphthalenyl)ethanone